C(C)NCCC[Si](OCC)(OCC)OCC N-Ethylaminopropyltriethoxysilane